C(C)(=O)C1=C(C(=C(OCCCS(=O)(=O)C2=CC=C(C=C2)C(CCC(=O)O)=O)C=C1)CCC)O 4-[4-[3-(4-Acetyl-3-hydroxy-2-propylphenoxy)propylsulfonyl]phenyl]-4-oxobutyric acid